COC1=CC=C(OCC(=O)C2=CC=C(C=C2)C2=NOC(=N2)C(F)(F)F)C=C1 2-(4-methoxyphenoxy)-1-(4-(5-(trifluoromethyl)-1,2,4-oxadiazol-3-yl)phenyl)ethan-1-one